NC(CNC(=O)[C@H]1CN(C[C@H](O1)C)C1=C2C=CC=NC2=C(C=C1)C(F)(F)F)(C)C (2R,6R)-N-(2-amino-2-methyl-propyl)-6-methyl-4-[8-(trifluoromethyl)-5-quinolyl]morpholine-2-carboxamide